(3-fluoro-5-methoxyphenyl)(4-hydroxy-3,5-dimethylphenyl)methanone FC=1C=C(C=C(C1)OC)C(=O)C1=CC(=C(C(=C1)C)O)C